4-[4-(4,4,5,5-tetramethyl-1,3,2-dioxaborolan-2-yl)phenyl]-1,4-diazabicyclo[3.2.1]octane CC1(OB(OC1(C)C)C1=CC=C(C=C1)N1CCN2CCC1C2)C